FC(CN1C(C(=CC(=C1)CNCC(C)(C)C)C(=O)NC1=C(C=CC(=C1)C1(CC(C1)(C)C)C1=NN=CN1C)F)=O)F 1-(2,2-Difluoroethyl)-N-(5-(3,3-dimethyl-1-(4-methyl-4H-1,2,4-triazol-3-yl)cyclobutyl)-2-fluorophenyl)-5-((neopentylamino)methyl)-2-oxo-1,2-dihydropyridine-3-carboxamide